(S)-3-(3,4-dihydroxybenzyl)-9-fluoro-3,4-dihydro-1H-benzo[E][1,4]diazepine-2,5-dione OC=1C=C(C[C@@H]2NC(C3=C(NC2=O)C(=CC=C3)F)=O)C=CC1O